Cl.F[C@@H]1[C@@H](CC(NC1)(C)C)N1C=CC2=C1N=NC(=C2)C2=C(C=C(C=C2)N2N=NC=C2)O 2-{7-[(4R,5S)-5-fluoro-2,2-dimethylpiperidin-4-yl]-7H-pyrrolo[2,3-c]pyridazin-3-yl}-5-(1H-1,2,3-triazol-1-yl)phenol hydrochloride